2,5-bis(t-butylperoxy)2,5-dimethyl-3-hexyne C(C)(C)(C)OOC(C)(C#CC(C)(C)OOC(C)(C)C)C